BrC=1C(=C(CNCC(OC)OC)C=CC1)F N-(3-bromo-2-fluorobenzyl)-2,2-dimethoxyethane-1-Amine